(4-amino-5-(3,3-dimethyl-2,3-dihydro-[1,4]dioxino[2,3-b]pyridin-6-yl)pyridin-2-yl)acetamide NC1=CC(=NC=C1C1=CC=C2C(=N1)OC(CO2)(C)C)CC(=O)N